vinyl-tri(isopropenoxy)silane C(=C)[Si](OC(=C)C)(OC(=C)C)OC(=C)C